6-((1E)-4-(4-benzylphenyl)but-1-en-1-yl)-2,3-dihydro-1H-inden-1-one C(C1=CC=CC=C1)C1=CC=C(C=C1)CC/C=C/C1=CC=C2CCC(C2=C1)=O